CC1=C(C(=C(C(=C1C)N)C)C)N 2,3,5,6-tetramethyl-p-phenylenediamine